CC1=C(C(=CC(=C1C=O)C)C)C1=CC=C(C=C1)C1=C(C(=C(C=C1C)C)C=O)C 2,2'',4,4'',6,6''-hexamethyl-p-terphenyl-3,3''-dicarbaldehyde